1-(5-methylthiazol-2-yl)-2-(triphenyl-λ5-phosphanylidene)ethan-1-one CC1=CN=C(S1)C(C=P(C1=CC=CC=C1)(C1=CC=CC=C1)C1=CC=CC=C1)=O